C(=O)(C(=C)C)OC[Si](OC)(OC)OC methacryl-oxymethyl-trimethoxysilane